BrC1=C(C=CC=C1)NC(CCN1C(C2=CC=CC=C2CC1=O)=O)=O N-(2-bromophenyl)-3-(1,3-dioxo-3,4-dihydroisoquinolin-2(1H)-yl)propanamide